2-(3-Cyanophenyl)-N-[(1R)-2-hydroxy-1,2-dimethyl-propyl]-3-[2-methyl-6-(trifluoromethyl)-4-pyridyl]imidazo[1,2-b]pyridazine-6-carboxamide C(#N)C=1C=C(C=CC1)C=1N=C2N(N=C(C=C2)C(=O)N[C@@H](C(C)(C)O)C)C1C1=CC(=NC(=C1)C(F)(F)F)C